methyl N-[[5-[2-(2,6-difluoro-4-nitrophenyl)-2H-1,2,3-triazol-4-yl]-2-methyl-phenyl]methyl]carbamate FC1=C(C(=CC(=C1)[N+](=O)[O-])F)N1N=CC(=N1)C=1C=CC(=C(C1)CNC(OC)=O)C